Desoxyuridin-Triphosphate P(O)(=O)(OP(=O)(O)OP(=O)(O)O)OC[C@@H]1[C@H](C[C@@H](O1)N1C(=O)NC(=O)C=C1)O